ClC=1C(=C(C=C(C1)C(F)(F)F)O)I 3-chloro-2-iodo-5-(trifluoromethyl)phenol